2-methyl-5-((4-nitrophenoxy)methyl)pyrazine Lutetium silicon germanium [Ge].[Si].[Lu].CC1=NC=C(N=C1)COC1=CC=C(C=C1)[N+](=O)[O-]